O=C(NCCC(NCCS)=O)[C@H](O)C(C)(C)CO (R)-pantetheine